(R,E)-2-(1-Ethylpyrrolidin-2-yl)-N-((1,2,3,5,6,7-hexahydro-s-indacen-4-yl)carbamoyl)-ethansulfonamid C(C)N1[C@H](CCC1)CCS(=O)(=O)NC(NC1=C2CCCC2=CC=2CCCC12)=O